4-acetyl-3-(3-chloro-5-(2-methyl-2H-tetrazol-5-yl)phenyl)piperazin C(C)(=O)N1C(CNCC1)C1=CC(=CC(=C1)C=1N=NN(N1)C)Cl